C(C)(C)(C)OC(=O)N1C[C@@H](N(CC1)C=1C2=C(N=CN1)N(C=C2N2N=CC=C2)C2=CC(=CC=C2)Cl)C (S)-4-(7-(3-chlorophenyl)-5-(1H-pyrazol-1-yl)-7H-pyrrolo[2,3-d]pyrimidin-4-yl)-3-methylpiperazine-1-carboxylic acid tert-butyl ester